rac-(1r,5r,6s)-3-(4-fluorophenyl)-N'-hydroxybicyclo[3.1.0]hex-2-ene-6-carboxamidine FC1=CC=C(C=C1)C1=C[C@@H]2[C@H]([C@@H]2C1)C(=NO)N |r|